6-Amino-3-ethyl-7-(3-methoxy-2,6-dimethylphenyl)imidazo[4,5-b]pyridine-5-carboxamide NC=1C(=C2C(=NC1C(=O)N)N(C=N2)CC)C2=C(C(=CC=C2C)OC)C